FC1=C(C=C(C=N1)C(C)N1C=NC2=CC=C(C=C2C1=O)CN1C(=NC=C1)NC)OC 3-(1-(6-fluoro-5-methoxypyridin-3-yl)ethyl)-6-((2-(methylamino)-1H-imidazol-1-yl)methyl)quinazolin-4(3H)-one